(R)-N-(2-((2-(dimethylamino)ethyl)(methyl)amino)-5-((6-(3-(3-fluoro-5-((3-fluorobenzyl)oxy)phenyl)isoxazolidin-2-yl)pyrimidin-4-yl)amino)-4-methoxyphenyl)acrylamide CN(CCN(C1=C(C=C(C(=C1)OC)NC1=NC=NC(=C1)N1OCC[C@@H]1C1=CC(=CC(=C1)OCC1=CC(=CC=C1)F)F)NC(C=C)=O)C)C